isopropyl (S)-2-amino-3-(4-(3-(4-(8-chloro-5,6-dihydro-11H-benzo[5,6]cyclohepta[1,2-b]pyridin-11-ylidene)piperidin-1-yl)propoxy)phenyl)propanoate trihydrochloride Cl.Cl.Cl.N[C@H](C(=O)OC(C)C)CC1=CC=C(C=C1)OCCCN1CCC(CC1)=C1C2=C(CCC=3C1=NC=CC3)C=C(C=C2)Cl